4-[6-(1-hydroxy-3H-2,1-benzoxaborol-5-yl)-3-methyl-4,5-dihydro-3H-pyridazin-2-yl]furo[2,3-d]pyrimidine OB1OCC2=C1C=CC(=C2)C=2CCC(N(N2)C=2C1=C(N=CN2)OC=C1)C